C(CCCCCCCCC)(=O)OC[C@]1(O[C@H](C[C@@H]1OC(CC)=O)N1C=CC2=C1N=C(N=C2N)Cl)C#C ((2R,3S,5R)-5-(4-amino-2-chloro-7H-pyrrolo[2,3-d]pyrimidin-7-yl)-2-ethynyl-3-(propionyloxy)tetrahydrofuran-2-yl)methyl decanoate